1-(4-((5-fluoro-4-(3-(4-hydroxypiperidin-1-yl)phenyl)pyrimidin-2-yl)amino)piperidin-1-yl)ethan-1-one FC=1C(=NC(=NC1)NC1CCN(CC1)C(C)=O)C1=CC(=CC=C1)N1CCC(CC1)O